Cis-2-Nonen-1-Ol C(\C=C/CCCCCC)O